N-(4-cyanophenyl)-3-[6-(cyclopropanecarbonylamino)-3-pyridyl]-N,7-dimethyl-benzimidazole-5-carboxamide C(#N)C1=CC=C(C=C1)N(C(=O)C1=CC2=C(N=CN2C=2C=NC(=CC2)NC(=O)C2CC2)C(=C1)C)C